(+/-)-4-[4-(2,6-difluoro-4-{[5-(hydroxymethyl)-4-methyl-5,6-dihydro-4H-1,3-oxazin-2-yl]amino}phenoxy)-1H-pyrrolo[2,3-b]pyridin-3-yl]-2-fluorobenzonitrile FC1=C(OC2=C3C(=NC=C2)NC=C3C3=CC(=C(C#N)C=C3)F)C(=CC(=C1)NC=1OCC(C(N1)C)CO)F